FC=1C(=CC(=NC1)[C@H](C)N1C(C2=CC(=CC(=C2CC1)CN1CC(C1)F)CN1C(=NC=C1)NC)=O)OC (S)-2-(1-(5-fluoro-4-methoxypyridin-2-yl)ethyl)-5-((3-fluoroazetidin-1-yl)methyl)-7-((2-(methylamino)-1H-imidazol-1-yl)methyl)-3,4-dihydroisoquinolin-1(2H)-one